FC1CCN(CC1)C(=O)C1=CN(C(C2=CC(=C(C=C12)OC)OC)=O)C1=C2C=NN(C2=CC=C1)C 4-(4-fluoropiperidine-1-carbonyl)-6,7-dimethoxy-2-(1-methyl-1H-indazol-4-yl)-1,2-dihydroisoquinolin-1-one